COC(C1=CC(=C(C=C1)Br)S(NC1=C(C=CC(=C1)C(F)(F)F)N1CCCCC1)(=O)=O)=O 4-bromo-3-(N-(2-(piperidin-1-yl)-5-(trifluoromethyl)phenyl)sulfamoyl)benzoic acid methyl ester